4-hydroxy-4-methyl-2-pentanone OC(CC(C)=O)(C)C